Cl.CN(C)CC=1C=2C=C3C(=NC2C=CC1O)C1=CC2=C(C(N1C3)=O)COC([C@]2(O)CC)=O (+)-(4S)-10-[(dimethylamino)methyl]-4-ethyl-4,9-dihydroxy-1H-pyrano[3',4':6,7]indolizino[1,2-b]quinoline-3,14(4H,12H)-dione monohydrochloride